(-)-6-(4-chlorophenyl)-2-(3-fluorophenyl)-N-[(2S)-1-hydroxy-3-phenylpropan-2-yl]-3-oxo-2,3-dihydropyridazine-4-carboxamide ClC1=CC=C(C=C1)C=1C=C(C(N(N1)C1=CC(=CC=C1)F)=O)C(=O)N[C@H](CO)CC1=CC=CC=C1